benzothioxanthenedicarboxylic acid C=1(C(=CC=C2C=CC=3SC=4C=CC=CC4CC3C21)C(=O)O)C(=O)O